N-(3-chloro-4-fluorophenyl)-3-(6-hydroxy-2-azaspiro[3.3]heptane-2-carbonyl)-N-methyl-1-(6-methyl-4-(trifluoromethyl)pyridin-2-yl)-4,5-dihydro-1H-pyrazole-5-carboxamide ClC=1C=C(C=CC1F)N(C(=O)C1CC(=NN1C1=NC(=CC(=C1)C(F)(F)F)C)C(=O)N1CC2(C1)CC(C2)O)C